(S)-N-(7-(3-Hydroxy-3-methylbut-1-yn-1-yl)-5-methyl-4-oxo-2,3,4,5-tetrahydrobenzo[b][1,4]oxazepin-3-yl)-4-phenylpicolinamid OC(C#CC1=CC2=C(OC[C@@H](C(N2C)=O)NC(C2=NC=CC(=C2)C2=CC=CC=C2)=O)C=C1)(C)C